C1(CCC2=CC=CC=C12)C(C(NC1=CC=C2C(=C1)NC(C21CCOCC1)=O)=O)NC(=O)C=1N(N=CC1)C N-{1-(2,3-Dihydro-1H-inden-1-yl)-2-oxo-2-[(2-oxospiro[1H-indole-3,4'-oxane]-6-yl)amino]-ethyl}-2-methylpyrazole-3-carboxamide